2-(2-aminoacetyl)-4-phenylsulfanyl-5-methanesulfonamidoanisole NCC(=O)C1=C(C=C(C(=C1)SC1=CC=CC=C1)NS(=O)(=O)C)OC